ethyl (R)-3-methyl-6-(2-((5-(methyl-d3)-2-(4-(trifluoromethyl)phenyl)-1H-imidazol-1-yl)methyl)phenoxy)hexanoate C[C@@H](CC(=O)OCC)CCCOC1=C(C=CC=C1)CN1C(=NC=C1C([2H])([2H])[2H])C1=CC=C(C=C1)C(F)(F)F